(3R,5R)-7-[(1S,2S,6S,8S,8aR)-6-hydroxy-2-methyl-8-[(2S)-2-methylbutanoyl]oxy-1,2,6,7,8,8a-hexahydronaphthalen-1-yl]-3,5-dihydroxyheptanoic acid O[C@@H]1C=C2C=C[C@@H]([C@@H]([C@H]2[C@H](C1)OC([C@H](CC)C)=O)CC[C@H](C[C@H](CC(=O)O)O)O)C